2-methoxy-4-{[(4s)-6-[1-(4-chlorophenyl)-5-methyl-1H-pyrazole-4-amido]spiro[3.3]heptan-2-yl]oxy}-1,3-thiazole-5-carboxamide COC=1SC(=C(N1)OC1CC2(C1)CC(C2)NC(=O)C=2C=NN(C2C)C2=CC=C(C=C2)Cl)C(=O)N